(R)-(1R,6R)-N-(6-(3-oxabicyclo[4.1.0]heptan-7-yl)-7-chloroisoquinolin-3-yl)-6-oxaspiro[2.5]octane-1-carboxamide [C@H]12COCC[C@@H]2C1C=1C=C2C=C(N=CC2=CC1Cl)NC(=O)[C@@H]1CC12CCOCC2